C(=O)C1CCC(CC1)N1N=C2C=C(C(=CC2=C1)NC(C1=NC=C(C=C1)C(F)(F)F)=O)C(C)(C)O 2-N-(2-((1r,4r)-4-Formylcyclohexyl)-6-(2-hydroxypropan-2-yl)-2H-indazol-5-yl)-5-(trifluoromethyl)picolinamide